3-(5-(((1-(4-((9-cyclopentyl-8-(phenylamino)-9H-purin-2-yl)amino)phenyl)piperidin-4-yl)(Methyl)amino)methyl)-7-fluoro-1-oxoisoindolin-2-yl)piperidine-2,6-dione C1(CCCC1)N1C2=NC(=NC=C2N=C1NC1=CC=CC=C1)NC1=CC=C(C=C1)N1CCC(CC1)N(C)CC=1C=C2CN(C(C2=C(C1)F)=O)C1C(NC(CC1)=O)=O